N-((1S,2R)-2-(2,3-dihydro-1H-inden-4-yl)-1-(5-oxo-4,5-dihydro-1,3,4-oxadiazol-2-yl)propyl)-4-(2-hydroxypropan-2-yl)-3-methoxythiophene-2-sulfonamide C1CCC2=C(C=CC=C12)[C@H]([C@@H](C=1OC(NN1)=O)NS(=O)(=O)C=1SC=C(C1OC)C(C)(C)O)C